CS(=O)(=O)OC1C[C@@H]2[C@@H](CN(C2)C(=O)OCC2=CC=CC=C2)C1 (3aR,5s,6aS)-benzyl 5-((methylsulfonyl)oxy)hexahydrocyclopenta[c]pyrrole-2(1H)-carboxylate